(2S)-10-((2-(6-oxa-3-azabicyclo[3.1.1]heptan-3-yl)-5-chloropyrimidin-4-yl)amino)-2-cyclopropyl-3,3-difluoro-7-methyl-1,2,3,4-tetrahydro-[1,4]oxazepino[2,3-c]quinolin-6(7H)-one C12CN(CC(O1)C2)C2=NC=C(C(=N2)NC2=CC=1C3=C(C(N(C1C=C2)C)=O)OCC([C@@H](N3)C3CC3)(F)F)Cl